BrC1=CC2=C(C3=NC=C(C=C3N2C(C2CCOCC2)C2=CC=CC=C2)C(C)=O)O1 1-(2-bromo-4-(phenyl-(tetrahydro-2H-pyran-4-yl)methyl)-4H-furo[2',3':4,5]pyrrolo[3,2-b]pyridin-6-yl)ethan-1-one